O1CCC12CN(C2)S(=O)(=O)C=2C=C(C=CC2)C(=O)N2CC1(C3=CC(=CC=C23)Br)CCC2(CC1)CC2 (3-((1-oxa-6-azaspiro[3.3]heptan-6-yl)sulfonyl)phenyl)(5''-bromodispiro[cyclopropane-1,1'-cyclohexane-4',3''-indolin]-1''-yl)methanone